(E)-2-(2-(naphthalen-2-ylmethylene)hydrazino)-2-oxo-N-(pyridin-4-yl)acetamide C1=C(C=CC2=CC=CC=C12)\C=N\NC(C(=O)NC1=CC=NC=C1)=O